((4R)-4-fluoro-1,2-dimethylpyrrolidin-2-yl)methanol F[C@@H]1CC(N(C1)C)(C)CO